C(C)OC1=C(C(=O)N)C=CC(=C1)\C=C\OCC 2-ethoxy-4-[(E)-2-ethoxyethenyl]benzamide